COC=1C(=C2C(=NNC2=CC1)C)N(S(=O)(=O)C=1C=NN(C1)C1=CC(=NC=C1)C(F)(F)F)C N-(5-METHOXY-3-METHYL-1H-INDAZOL-4-YL)-N-METHYL-1-(2-(TRIFLUOROMETHYL)PYRIDIN-4-YL)-1H-PYRAZOLE-4-SULFONAMIDE